N[C@@H](CC(C)C)C(=O)N[C@H]1[C@@H](O[C@@H]([C@H]([C@@H]1O)O)CO)N(C(CCCCCCCCCCC)=O)CCCCCCCCCCCCCCCCCC N-(2-deoxy-2-L-leucylamino-beta-D-glucopyranosyl)-N-octadecyldodecanamide